C[C@]1([C@@H](CC1)C(=C)C)CCO cis-1-methyl-2-(1-methyl-vinyl)cyclobutaneethanol